COC=1C=C(C=CC1)CCNC(C1=CC=CC=C1)=O N-[2-(3-methoxyphenyl)ethyl]benzamide